C(C1=CC=CC=C1)C1=C(C(=CC=C1)CC1CCCCC1)C 1-benzyl-3-(cyclohexylmethyl)-2-methylbenzene